2-[4-(1-azatricyclo[7.3.1.05,13]tridecane-5,7,9(13)-trien-7-yl)phenyl]benzofuran-6-carbaldehyde N12CCCC3=CC(=CC(CCC1)=C23)C2=CC=C(C=C2)C=2OC3=C(C2)C=CC(=C3)C=O